C(C)(C)(C)OC(NC(CN1C(C=2C=C3C(=NC2CC1)N(C(=N3)C=3N(C1=C(C=CC=C1C3)O)CC3CC3)C)=O)CF)=O (1-(2-(1-(cyclopropylmethyl)-7-hydroxy-1H-indol-2-yl)-3-methyl-8-oxo-3,5,6,8-tetrahydro-7H-imidazo[4,5-b][1,6]naphthyridin-7-yl)-3-fluoropropane-2-yl)carbamic acid tert-butyl ester